ClC=1C(=NC(=NC1)N[C@H]1[C@@H](C[C@@H](CC1)S(=O)(C)=N)O)C1=CN=C(O1)C1CCN(CC1)C ((1R,3R,4R)-4-((5-chloro-4-(2-(1-methylpiperidin-4-yl)oxazol-5-yl)pyrimidin-2-yl)amino)-3-hydroxycyclohexyl)(imino)(methyl)-λ6-sulfanone